Tricarbonyl-2,2'-bipyridine C(=O)=C1C(C(C(=NC1)C1=NC=CC=C1)=C=O)=C=O